NC=1C2=C(N=C(N1)[2H])C=CC(=N2)C=2C=C(C=CC2)C#C[C@]2(C(N([C@@H](C2)C)C)=O)O (3r,5r)-3-((3-(4-aminopyrido[3,2-d]pyrimidin-6-yl-2-d)phenyl)ethynyl)-3-hydroxy-1,5-dimethylpyrrolidin-2-one